C(C)N(CCN(CCOC(N(CCCCCC(=O)OCC(CCCCC)CCCCC)CCCCCCC)=O)CCOC(N(CCCCCC(=O)OCC(CCCCC)CCCCC)CCCCCCC)=O)CC Bis(2-pentylheptyl) 12-(2-(diethylamino)ethyl)-7,17-diheptyl-8,16-dioxo-9,15-dioxa-7,12,17-triazatricosanedioate